C(C)N1CCN(CC1)C1=CC=C(C=C1)NC=1N=CC2=C(N1)N(C(C=C2C#C)=O)C2=CC=CC=C2 2-{[4-(4-Ethylpiperazin-1-yl)phenyl]amino}-5-ethynyl-8-phenylpyrido[2,3-d]pyrimidin-7-one